di-tert-butyl (disulfanediylbis(ethane-2,1-diyl-2-d))dicarbamate S(SC(CNC(OC(C)(C)C)=O)[2H])C(CNC(OC(C)(C)C)=O)[2H]